C(CCCC)NC([S-])=S.C(CCCC)NC([S-])=S.[Zn+2] zinc bis(amyldithiocarbamate)